tert-butyl 4-[4-(4-{1-[(tert-butoxy)carbonyl]-1,2,3,6-tetrahydro pyridin-4-yl}-1-methyl-1H-pyrrole-2-amido)-2-fluorophenyl]-1,2,3,6-tetrahydropyridine-1-carboxylate C(C)(C)(C)OC(=O)N1CCC(=CC1)C=1C=C(N(C1)C)C(=O)NC1=CC(=C(C=C1)C=1CCN(CC1)C(=O)OC(C)(C)C)F